C(C)(C)NC1=CC(=NC=N1)CN1C(N(C(C1(C)C)=O)C1=CC=C(C=C1)SC(F)(F)F)=O 1-((6-(isopropylamino)pyrimidin-4-yl)methyl)-5,5-dimethyl-3-(4-((trifluoromethyl)thio)phenyl)imidazolidine-2,4-dione